1,2,4,5-tetraethyl-cyanobenzene C(C)C1=C(C(=C(C(=C1)CC)CC)C#N)CC